3-(6-(4-(piperidin-4-ylmethyl)piperidin-1-yl)pyridin-3-yl)piperidine-2,6-dione N1CCC(CC1)CC1CCN(CC1)C1=CC=C(C=N1)C1C(NC(CC1)=O)=O